2-(3-(3-(4-fluorophenyl)-4-oxo-3,4-dihydro-phthalazin-1-yl)phenyl)-2-methylpropanoic acid FC1=CC=C(C=C1)N1N=C(C2=CC=CC=C2C1=O)C=1C=C(C=CC1)C(C(=O)O)(C)C